4-[(2S)-2-(piperidine-1-carbonyl)pyrrolidin-1-yl]-1H-pyrrolo[2,3-b]pyridine-3-carbonitrile N1(CCCCC1)C(=O)[C@H]1N(CCC1)C1=C2C(=NC=C1)NC=C2C#N